ClC1=CC=2N(C=C1)C(=NC2)SCC 7-chloro-3-ethylsulfanyl-imidazo[1,5-a]pyridine